NCC=1C=CC(=C(C(=O)N[C@H](C)C2=CC(=NC3=CC=CC=C23)C2=CC(=CN2)C(=O)NC)C1)C (R)-5-(4-(1-(5-(aminomethyl)-2-methylbenzamido)ethyl)quinolin-2-yl)-N-methyl-1H-pyrrole-3-carboxamide